(E)-3-(3-(thiophen-2-yl)acryloyl)oxazolidin-2-one S1C(=CC=C1)/C=C/C(=O)N1C(OCC1)=O